imidazo[1,5-a]Pyridine-8-carbaldehyde C=1N=CN2C1C(=CC=C2)C=O